3-(3-chloro-5-fluorophenylamino)-4'-fluoro-2-oxo-1,3'-bipiperidine-1'-carboxylic acid tert-butyl ester C(C)(C)(C)OC(=O)N1CC(C(CC1)F)N1C(C(CCC1)NC1=CC(=CC(=C1)F)Cl)=O